COCC1=NN2C(N=CC=C2C(=O)NC2CCC(C3=CC(=CC=C23)F)(F)F)=C1C(=O)N 2-(methoxymethyl)-N7-(4,4,6-trifluorotetralin-1-yl)pyrazolo[1,5-a]pyrimidine-3,7-dicarboxamide